FC(C1=NN=C(O1)C=1C=CC(=NC1)CN1C(N(C2=C1C=C(C(=C2)C2=CC=NC=C2)F)[C@H]2CN(CC2)C)=O)F (R)-1-((5-(5-(difluoromethyl)-1,3,4-oxadiazol-2-yl)pyridin-2-yl)methyl)-6-fluoro-3-(1-methylpyrrolidin-3-yl)-5-(pyridin-4-yl)-1,3-dihydro-2H-benzo[d]imidazol-2-one